3-isopropyl-6-(4-methoxyphenyl)chromanone C(C)(C)C1C(OC2=CC=C(C=C2C1)C1=CC=C(C=C1)OC)=O